ClC=1C=C(C=CC1O)C=1C=CC2=C(C=3CN(C(C3C=C2)=O)CC(C(=O)N)=C)C1 2-{[8-(3-chloro-4-hydroxyphenyl)-3-oxo-1H,2H,3H-benzo[e]isoindol-2-yl]methyl}prop-2-enamide